4,5,6,7-tetrahydro-6-methyl-6-aza-benzo[b]thiophene-3-carboxylic acid CN1CCC2=C(SC=C2C(=O)O)C1